C(CC)OC(C(=O)C1=CC=CC=C1)C1=CC=CC=C1 2-propoxy-1,2-diphenyl-ethanone